ClC1=CC=C(C=C1)C1=C2C(=NC=C1)CN(C2)C#N 4-(4-chlorophenyl)-5,7-dihydro-6H-pyrrolo[3,4-b]pyridine-6-carbonitrile